[OH-].C(C1=CC=CC=C1)[N+](CC)(CC)CC Benzyl-triethylammonium hydroxide